C1(CC1)C1=C(C=CC=C1CC(=O)N[C@H]1C(CCC[C@@H]1N1CCC2(CCCN2)CC1)(F)F)C1=CC(=CC(=C1)F)F 2-(2-cyclopropyl-3',5'-difluoro-[1,1'-biphenyl]-3-yl)-N-((1R,6S)-2,2-difluoro-6-(1,8-diazaspiro[4.5]decan-8-yl)cyclohexyl)acetamide